4-butyl-3-(N-(2-(piperidin-1-yl)-5-(trifluoromethyl)phenyl)sulfamoyl)benzoic acid C(CCC)C1=C(C=C(C(=O)O)C=C1)S(NC1=C(C=CC(=C1)C(F)(F)F)N1CCCCC1)(=O)=O